C(C)OC(C(C(C)(O)C1=CC(=CC=C1)NC(=O)OC(C)(C)C)(F)F)=O 3-(3-((tert-Butoxycarbonyl)amino)phenyl)-2,2-difluoro-3-hydroxybutyric acid ethyl ester